FC=1C=C(C=C(C1)C(F)(F)F)NC1=CC(=NC(=C1)NC1=CC=C2C=CNC2=C1)C#N 4-{[3-fluoro-5-(trifluoromethyl)phenyl]amino}6-[(1H-indol-6-yl)amino]pyridine-2-carbonitrile